NC1(CC1)CNC1=NC(=C2C(=N1)N(N=C2)C)NC2=C(C=C(C=C2)F)F 6-N-[(1-aminocyclopropyl)methyl]-4-N-(2,4-difluorophenyl)-1-methylpyrazolo[3,4-d]pyrimidine-4,6-diamine